S(N)(=O)(=O)C1=CC=C(C=C1)N=NC1=CC=C(C(=O)O)C=C1 4-((4-sulfamoyl-phenyl)diazenyl)benzoic acid